NC[C@H]1N(C[C@@H](N(C1)C1=CC(N(C=2C=CC(=NC12)C#N)C)=O)C)C(C1=CC=C(C=C1)F)C1=CC=C(C=C1)F 8-((2s,5r)-5-(aminomethyl)-4-(bis(4-fluorophenyl)methyl)-2-methylpiperazin-1-yl)-5-methyl-6-oxo-5,6-dihydro-1,5-naphthyridine-2-carbonitrile